COC1CCC(CC1)NC1=NC(=NC=C1C(=O)N)NC1=C(C=C2CCN(CC2=C1)C)OC 4-[(4-methoxycyclohexyl)amino]-2-[(6-methoxy-2-methyl-1,2,3,4-tetrahydroisoquinolin-7-yl)amino]pyrimidine-5-carboxamide